Ethyl 1-[5-(5-fluoro-2-methoxypyridin-4-yl)-1H-pyrazole-3-carbonyl]piperidine-4-carboxylate FC=1C(=CC(=NC1)OC)C1=CC(=NN1)C(=O)N1CCC(CC1)C(=O)OCC